C(C)OC(CC1=NC=2C(=C3C(=NC2)N(C=C3)S(=O)(=O)C3=CC=CC=C3)N1C1CCC(CC1)CC#N)=O 2-(1-((1r,4r)-4-(cyanomethyl)cyclohexyl)-6-(benzenesulfonyl)-1,6-dihydroimidazo[4,5-d]pyrrolo[2,3-b]pyridin-2-yl)acetic acid ethyl ester